5-[4-amino-5-(trifluoromethyl)pyrrolo[2,1-f][1,2,4]triazin-7-yl]-N-[(3S)-1-(3,3-dimethylbutanoyl)pyrrolidin-3-yl]-2-methoxypyridine NC1=NC=NN2C1=C(C=C2C=2C=CC(N(C2)[C@@H]2CN(CC2)C(CC(C)(C)C)=O)OC)C(F)(F)F